CS(=O)(=O)OCC[C@@H](C)OCC1=CC=C(C=C1)OC [(3R)-3-[(4-methoxyphenyl)methoxy]butyl] methanesulfonate